3-(methoxymethoxy)-8-((triisopropylmethylsilyl)ethynyl)naphthalen-1-ol COCOC=1C=C(C2=C(C=CC=C2C1)C#C[SiH2]C(C(C)C)(C(C)C)C(C)C)O